ClC1=C(C=CC=C1)NC1=C(C(=O)O)C=CC(=N1)C(F)(F)F ((2-chlorophenyl)amino)-6-(trifluoromethyl)nicotinic acid